(3,5-di-tert-butyl-4-hydroxybenzyl)-3-methylimidazole C(C)(C)(C)C=1C=C(CC2=NC=CN2C)C=C(C1O)C(C)(C)C